6-bromo-N-(3-pyridylmethyl)pyridine-3-carboxamide tert-butyl-(1-(2-(3-(1H-benzo[d]imidazol-2-yl)-1H-indazole-5-carboxamido)ethyl)piperidin-4-yl)carbamate C(C)(C)(C)N(C(O)=O)C1CCN(CC1)CCNC(=O)C=1C=C2C(=NNC2=CC1)C1=NC2=C(N1)C=CC=C2.BrC2=CC=C(C=N2)C(=O)NCC=2C=NC=CC2